C(#N)C=1C=C2C(=CNC2=CC1)CCCCN1CCN(CC1)C=1C=CC2=C(C=C(O2)C(=O)N)C1 5-(4-(4-(5-cyano-1H-indol-3-yl)butyl)piperazin-1-yl)benzofuran-2-carboxamide